C1(CC1)N(CCC(C(=O)O)NC(=O)C1(COC1)C1=CC=CC=C1)CCCCC1=NC=2NCCCC2C=C1 4-[cyclopropyl-[4-(5,6,7,8-tetrahydro-1,8-naphthyridin-2-yl)butyl]amino]-2-[(3-phenyloxetane-3-carbonyl)amino]butanoic acid